[3-[5-(4-bromophenyl)-1-[2-(trifluoromethyl)phenyl]pyrrol-2-yl]phenyl]-[4-(3-pyridylmethyl)-1-piperidinyl]methanone BrC1=CC=C(C=C1)C1=CC=C(N1C1=C(C=CC=C1)C(F)(F)F)C=1C=C(C=CC1)C(=O)N1CCC(CC1)CC=1C=NC=CC1